C1(=CC=CC=C1)C1(C(C(C(C=C1)(C1(C(C(C(C=C1)C1=CC=CC=C1)(C1=CC=CC=C1)C1=CC=CC=C1)(C1=CC=CC=C1)C1=CC=CC=C1)C1=CC=CC=C1)C1=CC=CC=C1)(C1=CC=CC=C1)C1=CC=CC=C1)(C1=CC=CC=C1)C1=CC=CC=C1)C1=CC=CC=C1 hexaphenylphenyl-(hexaphenylphenyl)benzene